2,3-diisopropenylnaphthalene C(=C)(C)C1=CC2=CC=CC=C2C=C1C(=C)C